Cl.Cl.FC(C(N)C1=NC=CC=C1)(F)F 2,2,2-trifluoro-1-(2-pyridyl)ethanamine dihydrochloride